C(C(C)C)[Mg]OCCC isobutyl-propoxymagnesium